ClC1=C(C=CC=C1Cl)N1[C@@H](CN(CC1)CCC1CC(C1)N)C (R)-3-(2-(4-(2,3-dichlorophenyl)-3-methylpiperazin-1-yl)ethyl)cyclobutane-1-amine